ClC=1C(=NC=NC1C1=C(C=CC(=C1)Cl)N1N=NC(=C1)Cl)O 5-chloro-6-[5-chloro-2-(4-chloro-1H-1,2,3-triazol-1-yl)phenyl]Pyrimidin-4-ol